CN1C(=NC=C1C=1C(=NN(C1)C1=NC=C(C=C1)NC)C(F)(F)F)C(=O)N 1-Methyl-5-[1-[5-(Methylamino)-2-Pyridyl]-3-(Trifluoromethyl)Pyrazol-4-yl]Imidazole-2-Carboxamide